ClC1=C(C=CC(=C1)C)C1=CC2=C(N(C=N2)CCC2=CC=CC=C2)C(=C1)C(=O)O 5-(2-chloro-4-methylphenyl)-1-phenethyl-1H-benzo[d]imidazole-7-carboxylic acid